COC1=CC=C(C=C1)C(C#C)O 1-(4-methoxyphenyl)prop-2-yn-1-ol